(R)-1-(4-((3-methylmorpholinyl)methyl)phenyl)hydrazinecarboxylic acid tert-butyl ester C(C)(C)(C)OC(=O)N(N)C1=CC=C(C=C1)CN1[C@@H](COCC1)C